tert-butyl (7S)-7-[4-[tert-butyl(diphenyl)silyl]oxybutyl]-2-cyano-dihydro-4H-pyrazolo[1,5-a]pyrazine-5-carboxylate [Si](C1=CC=CC=C1)(C1=CC=CC=C1)(C(C)(C)C)OCCCCC1=CN(CC=2N1NC(C2)C#N)C(=O)OC(C)(C)C